NC=1C(=NC(=C(N1)N1N=CC=N1)C=1C=CC=2N(C1)C(=CN2)C)C(=O)NC[C@@H]2OCCC2 3-amino-6-[3-methylimidazo[1,2-a]pyridin-6-yl]-N-[[(2R)-oxolan-2-yl]methyl]-5-(2H-1,2,3-triazol-2-yl)pyrazine-2-carboxamide